2-(aminomethyl)-3-bromopyridine NCC1=NC=CC=C1Br